[Ca].N[C@@H]([C@@H](C)CC)C(=O)O |r| racemic-isoleucine calcium